NC1=C(C=C(C=N1)C=1C=C2N(N1)CC[C@@]21CN(CC1)C(=O)NCC)OC(C)C=1C=NC=NC1 (3S)-2'-{6-amino-5-[1-(pyrimidin-5-yl)ethoxy]pyridin-3-yl}-N-ethyl-5',6'-dihydro-1H-spiro[pyrrolidine-3,4'-pyrrolo[1,2-b]pyrazole]-1-carboxamide